N-(2-(4,4-difluorocyclohexyl)-4-(2,5-difluorophenyl)pyridin-3-yl)-2-(2-fluoropropan-2-yl)pyrimidine-5-carboxamide FC1(CCC(CC1)C1=NC=CC(=C1NC(=O)C=1C=NC(=NC1)C(C)(C)F)C1=C(C=CC(=C1)F)F)F